2-methyl-2-hydroxy-hexenal CC(C=O)(C=CCC)O